NC1=C(C(=O)N2CCC(CC2)N2C(NC=3C2=NC=C(C3)OC3CCN(CC3)C)=O)C=CC(=C1)OC(F)(F)F [1-[2-amino-4-(trifluoromethoxy)benzoyl]-4-piperidyl]-6-[(1-methyl-4-piperidyl)oxy]-3H-imidazo[4,5-b]pyridin-2-one